N[C@@H](C(=O)NC1=CC=C(C=C1)I)C (R)-2-amino-N-(4-iodophenyl)propanamide